CC1=C(C(=CC(=C1)C(F)(F)F)N)N methyl-5-(trifluoromethyl)benzene-1,2-diamine